CC=1C=C(CC2CC3(CNC3)CC2)C=CC1 6-(3-methylbenzyl)-2-azaspiro[3.4]octane